(2S,3S,4R,5R)-5-(6-(benzylamino)-2-(2-hydroxyphenyl)-9H-purin-9-yl)-3,4-dihydroxy-N-methyl-tetrahydrofuran-2-carboxamide C(C1=CC=CC=C1)NC1=C2N=CN(C2=NC(=N1)C1=C(C=CC=C1)O)[C@H]1[C@@H]([C@@H]([C@H](O1)C(=O)NC)O)O